ClC1=C(C(=O)Cl)C(=CC=C1[N+](=O)[O-])Cl 2,6-dichloro-3-nitrobenzoyl chloride